Cl.N1CCC(CC1)NC(C)=O N-(piperidin-4-yl)acetamide hydrochloride